CN1CCN(CC1)C(C1(OB(OC1(C)C)C1=CC=CC=C1)C)C (4-methylpiperazin-1-yl)-methylphenylboronic acid pinacol ester